C1=CC(=C2C=CC=C3C4=CC=CC=C4C1=C23)C2=CC=C(C=C2)N2C3=CC=CC=C3C=3C=CC=CC23 9-[4-(3-fluoranthenyl)phenyl]-9H-carbazole